Cl.[C@H]12CC(C[C@H](CC1)N2)N(C=2SC=1N=C(SC1N2)C2=NC=C(N=C2)C=2C=NNC2)C N-[(1R,3s,5S)-8-Azabicyclo[3.2.1]octan-3-yl]-N-methyl-5-[5-(1H-pyrazol-4-yl)pyrazin-2-yl][1,3]thiazolo[5,4-d][1,3]thiazol-2-amin Hydrochlorid